FC1=CC=C(C=C1)C1NC=C2N=NC(=C21)CC(C)C 4-(4-fluorophenyl)-3-isobutyl-4,5-dihydropyrrolo[3,4-c]pyrazol